FC1(CC(C1)NC=1N=CC2=C(N1)NC=C2C2=CC=1N(C=C2)N=CC1C(=O)NCC1CC(C1)(F)F)F 5-(2-((3,3-difluorocyclobutyl)amino)-7H-pyrrolo[2,3-d]pyrimidin-5-yl)-N-((3,3-difluorocyclobutyl)methyl)pyrazolo[1,5-a]pyridine-3-carboxamide